2-methylpropan-2-yl [({3-bromo-4-[(2-chloro-5-fluorophenyl) carbonyl]-2-methoxy-5-nitrophenyl} methyl) amino]carboxylate BrC=1C(=C(C=C(C1C(=O)C1=C(C=CC(=C1)F)Cl)[N+](=O)[O-])CNC(=O)OC(C)(C)C)OC